COC(C=C(C)OC)=O 3-Methoxybut-2-enoic acid methyl ester